FC=1C=C(N)C=CC1OC1=CC=NC2=CC(=C(N=C12)OCCCN1CCOCC1)OC 3-Fluoro-4-((7-methoxy-6-(3-morpholinopropoxy)-1,5-naphthyridin-4-yl)oxy)aniline